1-(4-(2-Chloro-3-methylphenyl)piperazin-1-yl)-2-(3-(4-hydroxypiperidin-1-carbonyl)-4,5,6,7-tetrahydro-1H-indazol-1-yl)ethanon ClC1=C(C=CC=C1C)N1CCN(CC1)C(CN1N=C(C=2CCCCC12)C(=O)N1CCC(CC1)O)=O